FC=1C(=NC(=NC1)NC1=C(C=C(C=C1)S(=O)(=O)N)OC)C=1C=NN(C1)CC(C)(C)O 4-((5-fluoro-4-(1-(2-hydroxy-2-methylpropyl)-1H-pyrazol-4-yl)pyrimidin-2-yl)amino)-3-methoxybenzenesulfonamide